methyl 2-[3-benzoyl-4-hydroxy-2-(4-methyl phenyl)-5-oxo-2,5-dihydro-1H-pyrrol-1-yl]-4-methyl-1,3-thiazole-5-carboxylate C(C1=CC=CC=C1)(=O)C=1C(N(C(C1O)=O)C=1SC(=C(N1)C)C(=O)OC)C1=CC=C(C=C1)C